5-(benzyloxy)-1,3-Dihydroisobenzofuran-1,3-dione C(C1=CC=CC=C1)OC=1C=C2C(OC(C2=CC1)=O)=O